4-[N-(2-cyanoethyl)sulfamoyl]-N-[6-(dimethylaminomethyl)benzothiazol-2-yl]Benzamide C(#N)CCNS(=O)(=O)C1=CC=C(C(=O)NC=2SC3=C(N2)C=CC(=C3)CN(C)C)C=C1